C(CCCCCCCC=CCCCCCCCC)N octadecane-9-ene-1-amine